C(#C)C=1C(=CC=C2C=C(C=CC12)O)F 8-ethynyl-7-fluoro-3-hydroxynaphthalene